(E)-N-(3-((2-aminophenyl)amino)-3-oxopropyl)-3-(3-bromo-4-hydroxyphenyl)-2-hydroxyimino-propionamide NC1=C(C=CC=C1)NC(CCNC(/C(/CC1=CC(=C(C=C1)O)Br)=N/O)=O)=O